C(C)OCCN1CC(CC1)C(=O)N (2-ethoxyethyl)pyrrolidine-3-carboxamide